C[Si](CCOCCOCCOCC[Si](C)(C)C)(C)C (2-(trimethylsilyl)ethoxy)ethyl ether